(4-(2,6-difluorophenoxy)-2-methylphenyl)(4-(((3R,6S)-6-(hydroxymethyl)tetrahydro-2H-pyran-3-yl)amino)-5-methoxy-1H-pyrrolo[2,3-b]pyridin-3-yl)methanone FC1=C(OC2=CC(=C(C=C2)C(=O)C2=CNC3=NC=C(C(=C32)N[C@H]3CO[C@@H](CC3)CO)OC)C)C(=CC=C1)F